COC1=C(C=CC(=C1)N1CCN(CC1)C)NC1=NC=CC(=C1)NC=1C=NC=CC1 N2-(2-Methoxy-4-(4-methylpiperazin-1-yl)phenyl)-N4-(pyridin-3-yl)pyridine-2,4-diamine